BrC=1C=C2C(=NNC(C2=CC1)=O)C1CC1 6-bromo-4-cyclopropylphthalazin-1(2H)-one